OC=1C=C(C=C2C(N(C(N2C)=[Se])CCC2=CC=CC=C2)=O)C=C(C1)O 5-(3,5-dihydroxybenzylidene)-1-methyl-3-phenethyl-2-selenoxoimidazolidin-4-one